C1(=CC=CC=C1)S(=O)(=O)N1CCC(CC1)C1=NNC(=C1)NCC=1SC(=CC1)Cl 3-[1-(benzenesulfonyl)piperidin-4-yl]-N-[(5-chlorothiophen-2-yl)methyl]-1H-pyrazol-5-amine